N-methyl-1H-pyrazol-3-amine CNC1=NNC=C1